CN1C(N(C2=C1C=C(C=C2)N2CCN(CC2)C2CCNCC2)C2C(NC(CC2)=O)=O)=O 3-{3-methyl-2-oxo-5-[4-(piperidin-4-yl)piperazin-1-yl]-1,3-benzodiazol-1-yl}piperidine-2,6-dione